OC1=C(C=CC(=C1)O)C(\C=C\C1=CC(=C(C=C1)OC)COC1=C(C=CC=C1C)C)=O (E)-1-(2,4-Dihydroxyphenyl)-3-[3-[(2,6-dimethylphenoxy)methyl]-4-methoxyphenyl]prop-2-en-1-one